6-(1H-imidazol-1-yl)-4-methylpyridin-3-amine N1(C=NC=C1)C1=CC(=C(C=N1)N)C